ClC=1C=C(C=2N=C(N=C(C2N1)N)C)C 6-chloro-2,8-dimethylpyrido[3,2-d]pyrimidin-4-amine